3-(6-(4-(((R)-3,3-dimethylpiperidin-4-yl)methyl)piperazin-1-yl)-1-methyl-1H-indazol-3-yl)piperidine-2,6-dione CC1(CNCC[C@H]1CN1CCN(CC1)C1=CC=C2C(=NN(C2=C1)C)C1C(NC(CC1)=O)=O)C